Methyl-2-fluoropropionat COC(C(C)F)=O